5-(2-chloro-6-(trifluoromethyl)phenyl)-3-(4-(4-methylpiperazin-1-yl)phenyl)-1H-pyrazolo[3,4-c]pyridine ClC1=C(C(=CC=C1)C(F)(F)F)C=1C=C2C(=CN1)NN=C2C2=CC=C(C=C2)N2CCN(CC2)C